ClC1=C(C=C(C=C1)F)C1C2=C(CC(NC1)=C=O)C=C(C=C2NC(C2=CC(=CC(=C2)C(F)(F)F)F)=O)C=2C=NN(C2)C N-(5-(2-chloro-5-fluorophenyl)-8-(1-methyl-1H-pyrazol-4-yl)-2-carbonyl-2,3,4,5-tetrahydro-1H-benzo[d]azepin-6-yl)-3-fluoro-5-(trifluoromethyl)benzamide